BrC=1C=NN(C1)C1CCN(C2(CC2)C1)C 7-(4-bromo-1H-pyrazol-1-yl)-4-methyl-4-azaspiro[2.5]octane